C1(CC1)NC=1SCC(=NN1)C1=CC2=C(NC(N2)=O)C=C1 5-(2-(cyclopropylamino)-6H-1,3,4-thiadiazin-5-yl)-1H-benzo[d]imidazol-2(3H)-one